C(C)(C)(C)OC(=O)N1CC=2C=NC(=CC2C1)C=O 6-formyl-1,3-dihydro-2H-pyrrolo[3,4-c]pyridine-2-carboxylic acid tert-butyl ester